2-fluoro-5-vinyl-1,3,4,2-dioxazaphosphorine-2-oxide FP1(OC=C(NO1)C=C)=O